ClC=1C=C(C=CC1OC)C1(CN(C1)C=1N=C(C2=C(N1)CC[S@]2=O)NC2=CC=C(C=C2)CC(=O)OCC)O |r| Ethyl (R/S)-2-(4-((2-(3-(3-chloro-4-methoxyphenyl)-3-hydroxyazetidine-1-yl)-5-oxido-6,7-dihydrothieno[3,2-d]pyrimidin-4-yl)amino)phenyl)acetate